2-((6-(4-(2-hydroxyethyl)piperazin-1-yl)-2-methylpyrimidin-4-yl)amino)-N-(3-methylpyridin-2-yl)thiazole-5-carboxamide OCCN1CCN(CC1)C1=CC(=NC(=N1)C)NC=1SC(=CN1)C(=O)NC1=NC=CC=C1C